1-[(1r,4r)-4-(6-bromo-2H-indazol-2-yl)cyclohexyl]methanamine, hydrochloride salt Cl.BrC=1C=CC2=CN(N=C2C1)C1CCC(CC1)CN